ClC=1C(=CC(=C(C(=O)NC2=CC(=C(C=C2)F)[S@@](=O)NC)C1)OC1=C(C=C(C=C1)C#N)OC)C(F)(F)F (R)-5-chloro-2-(4-cyano-2-methoxyphenoxy)-N-(4-fluoro-3-(S-methylamino-sulfinyl)phenyl)-4-(trifluoromethyl)benzamide